tert-butyl ((2S,4R)-1-(4-((6-oxo-4-phenylpyrimidin-1(6H)-yl) methyl)piperidine-1-carbonyl)-2-phenylpiperidin-4-yl)carbamate O=C1C=C(N=CN1CC1CCN(CC1)C(=O)N1[C@@H](C[C@@H](CC1)NC(OC(C)(C)C)=O)C1=CC=CC=C1)C1=CC=CC=C1